N-tert-Butoxycarbonyl-N-(7-cyano-5,5-dimethyl-6,7-dihydro-cyclopenta[d]pyridazin-4-yl)carbamic acid tert-butyl ester C(C)(C)(C)OC(N(C=1C2=C(C=NN1)C(CC2(C)C)C#N)C(=O)OC(C)(C)C)=O